C(=O)O.ClC=1C=C(C=CC1)[C@@H]1[C@H](C1)C(=O)NC1=NC=CC(=C1)NC(C(F)(F)F)C=1N=C2N(C=C(C=C2)C2CC2)C1 (1S,2S)-2-(3-chlorophenyl)-N-(4-((1-(6-cyclopropylimidazo[1,2-a]pyridin-2-yl)-2,2,2-trifluoroethyl)amino)pyridin-2-yl)cyclopropane-1-carboxamide, formic acid salt